N-(2-((1S,3S,5S)-3-cyano-2-azabicyclo[3.1.0]hex-2-yl)-2-oxoethyl)-7-(1-hydroxyethyl)quinoline-4-carboxamide chromium zirconium copper [Cu].[Zr].[Cr].C(#N)[C@H]1N([C@H]2C[C@H]2C1)C(CNC(=O)C1=CC=NC2=CC(=CC=C12)C(C)O)=O